B.[O] oxygen borane